FC(C1=NN(C(=C1)C)C1=CC=C(C=C1)C1CN(C1)C(=O)OC(C)(C)C)F tert-Butyl 3-[4-[3-(difluoromethyl)-5-methyl-pyrazol-1-yl]phenyl]azetidine-1-carboxylate